(s)-10-chloro-11-(4-fluorophenyl)-3-methoxy-3,4-dihydro-2H,6H-[1,4]thiazepino[2,3,4-ij]quinazoline-6,8(7H)-dione ClC=1C=C2C(NC(N3C2=C(C1C1=CC=C(C=C1)F)SC[C@H](C3)OC)=O)=O